3-(2,2-Dichloroethenyl)-2,2-dimethyl-4-(1H-benzimidazol-2-yl)phenyl-cyclopropan ClC(=CC=1C(C(C=CC1C1=NC2=C(N1)C=CC=C2)C2CC2)(C)C)Cl